N,N-bis(4-nitrophenyl)-1H-benzimidazole-1-carboxamide [N+](=O)([O-])C1=CC=C(C=C1)N(C(=O)N1C=NC2=C1C=CC=C2)C2=CC=C(C=C2)[N+](=O)[O-]